methyl(phenylimino)((6-(5-(trifluoromethyl)-1,2,4-oxadiazol-3-yl)imidazo[1,2-a]pyridin-2-yl)methyl)-λ6-sulfanone CS(=O)(CC=1N=C2N(C=C(C=C2)C2=NOC(=N2)C(F)(F)F)C1)=NC1=CC=CC=C1